tert-butyl N-[3-(6-bromo-8-fluoro-imidazo[1,2-a]pyridin-2-yl)-1-bicyclo[1.1.1]pentyl]-N-methyl-carbamate BrC=1C=C(C=2N(C1)C=C(N2)C21CC(C2)(C1)N(C(OC(C)(C)C)=O)C)F